((2R,6R)-4-(8-cyanoquinolin-5-yl-2-d)-6-methylmorpholin-2-yl)methyl trifluoromethanesulfonate FC(S(=O)(=O)OC[C@H]1CN(C[C@H](O1)C)C1=C2C=CC(=NC2=C(C=C1)C#N)[2H])(F)F